5-chloro-2-methylpyridin-4-amine ClC=1C(=CC(=NC1)C)N